2-{2-amino-5-[4-((3S)-3-amino-pyrrolidine-1-carbonyl)-phenyl]-pyridin-3-yloxymethyl}-benzonitrile NC1=NC=C(C=C1OCC1=C(C#N)C=CC=C1)C1=CC=C(C=C1)C(=O)N1C[C@H](CC1)N